C(C)(C)(C)OC(=O)N1C[C@H]2[C@@H](C1)CN(C2)CC=2C=CC1=C(SC(=C1)C(=O)O)C2 6-(((3aR,6aS)-5-(tert-butoxycarbonyl)hexahydropyrrolo[3,4-c]pyrrol-2(1H)-yl)methyl)benzo[b]thiophene-2-carboxylic acid